CN[C@H]1[C@@H](CCCC1)NC (trans)-N,N'-dimethyl-1,2-cyclohexanediamine